4-((prop-2-yn-1-yloxy)methyl)-1,3-dioxolan-2-one C(C#C)OCC1OC(OC1)=O